4-(5-benzyl-2,6-dimethoxypyrimidin-4-yl)cyclohexanol C(C1=CC=CC=C1)C=1C(=NC(=NC1OC)OC)C1CCC(CC1)O